CC1(NC2=C(CN(CC2)C(=O)OC(C)(C)C)N1)C(=O)[O-] 5-(tert-butyl) 2-methyl-1,4,6,7-tetrahydro-5H-imidazo[4,5-c]pyridine-2,5-dicarboxylate